boron bis(dihydroxybenzoate) OC=1C(=C(C(=O)[O-])C=CC1)O.OC=1C(=C(C(=O)[O-])C=CC1)O.[B+2]